C[SiH](O[Si](C)(C)O[Si](C)(C)C)O[SiH](C)C methyl-(dimethylsilyloxy)[(trimethylsiloxy)dimethylsiloxy]silane